C(C)(C)[C@H]1[C@@H](C[C@@H](CC1)C)C(=O)Cl (1R,2S,5R)-2-isopropyl-5-methyl-cyclohexanecarbonyl chloride